N1=NC(=CC=C1)NC(=O)N1CC(C1)OC1=NC=C(C=C1)C1=C(C(=CC=C1)OC)F 3-[5-(2-Fluoro-3-methoxy-phenyl)-pyridin-2-yloxy]-azetidine-1-carboxylic acid pyridazin-3-ylamide